methyl-3-(6-(2-nitrophenyl)-2,6-diazaspiro[3.3]heptan-2-yl)-2-(1H-pyrrol-1-yl)benzoic acid CC1=C(C(=C(C(=O)O)C=C1)N1C=CC=C1)N1CC2(C1)CN(C2)C2=C(C=CC=C2)[N+](=O)[O-]